BrC=1C=C2C(=NC=NN2C1)C1=CC(=C(CN2C(CN(CC2)CC(C)(C)C)=O)C=C1)C 1-(4-(6-bromopyrrolo[2,1-f][1,2,4]triazin-4-yl)-2-methylbenzyl)-4-neopentylpiperazin-2-one